BrC=1C(=C2C(=NC=NC2=CC1)NC1=C(C(=C(C=C1)OC(F)F)Cl)F)F 6-Bromo-N-(3-chloro-4-(difluoromethoxy)-2-fluorophenyl)-5-fluoroquinazolin-4-amine